NC1=C2N=CN(C2=NC(=N1)F)[C@H]1C[C@@H]([C@@](O1)(C#C)CO[P@@](=O)(OC1=CC=CC=C1)N[C@@H](C)C(=O)OCCCCCCCCCCCCCCCCC)O Heptadecyl ((R)-(((2R,3S,5R)-5-(6-amino-2-fluoro-9H-purin-9-yl)-2-ethynyl-3-hydroxytetrahydrofuran-2-yl) methoxy)(phenoxy)phosphoryl)-L-alaninate